3,5-di-t-butyl-2-aminophenol C(C)(C)(C)C=1C(=C(C=C(C1)C(C)(C)C)O)N